FC=1C=C2C(=CNC2=CC1)CC(CCCC)=O 1-(5-Fluoro-1H-indol-3-yl)hexan-2-one